benzyl (3-(6-methyl-5-nitropyridin-2-yl)prop-2-yn-1-yl)carbamate CC1=C(C=CC(=N1)C#CCNC(OCC1=CC=CC=C1)=O)[N+](=O)[O-]